C(C=C)CC1=CC=C(C=C1)S(=O)(=O)C([N+]#[C-])[N+]#[C-] alpha-allyl-para-toluenesulfonyl-methylene isonitrile